1H-benzotriazole-carboxylic acid N1N=NC2=C1C=CC=C2C(=O)O